CC1=C(N)C(=CC(=C1)C)C1=CC=CC=C1 2,4-dimethyl-6-phenyl-aniline